N-(5-chloro-6-fluoropyridin-2-yl)-2-(1H-indol-3-yl)acetamide ClC=1C=CC(=NC1F)NC(CC1=CNC2=CC=CC=C12)=O